CN(CCN(CCO)CCCCCC)C 2-((2-(dimethylamino)ethyl)(hexyl)amino)-1-ethanol